5-Hydroxy-2-methyl-1,4,5,6-tetrahydropyrimidin OC1CN=C(NC1)C